2,3,5,6-tetrafluoro-1,4-p-xylylene glycol FC=1C(C(=C(C(C1F)(C)O)F)F)(C)O